(racemic)-mesylate S(C)(=O)(=O)[O-]